ethyl 2,4-dimethylthiazole-5-carboxylate CC=1SC(=C(N1)C)C(=O)OCC